C(C)(=O)N[C@@H](CSC(C1=CC=CC=C1)(C1=CC=C(C=C1)OC)C1=CC=C(C=C1)OC)C(=O)O[C@@H](C(=O)OC(C)(C)C)C (R)-1-(tert-Butoxy)-1-oxopropan-2-yl N-acetyl-S-(bis(4-methoxyphenyl) (phenyl)methyl)-L-cysteinate